allyl 4-((3aS*,6aS*)-6,6-difluorohexahydro-1H-pyrrolo[3,2-c]isoxazol-1-yl)-2-methoxy-2-methylbutanoate FC1(CN[C@H]2[C@@H]1N(OC2)CCC(C(=O)OCC=C)(C)OC)F |o1:4,5|